(1S,3R)-3-(8-amino-1-{4-[(4-cyclopropylpyridin-2-yl)carbamoyl]phenyl}imidazo[1,5-a]pyrazin-3-yl)-1-methylcyclohexanecarboxylic acid NC=1C=2N(C=CN1)C(=NC2C2=CC=C(C=C2)C(NC2=NC=CC(=C2)C2CC2)=O)[C@H]2C[C@](CCC2)(C(=O)O)C